2-allyloxy-anisole C(C=C)OC1=C(C=CC=C1)OC